N-(4-(pyridin-4-yl)phenyl)-7,8-dihydro-5H-pyrano[4,3-d]Pyrimidin-4-amine N1=CC=C(C=C1)C1=CC=C(C=C1)NC=1C2=C(N=CN1)CCOC2